(Z)-2-(1-(4-(4-fluorophenoxy)benzylidene)-2,5-dimethyl-1H-inden-3-yl)acetic acid FC1=CC=C(OC2=CC=C(\C=C/3\C(=C(C4=CC(=CC=C34)C)CC(=O)O)C)C=C2)C=C1